(6-vinylnaphthalen-2-yl)propanamide C(=C)C=1C=C2C=CC(=CC2=CC1)C(C(=O)N)C